ClC1=C2C(C(NC2=C(C=C1)Cl)=O)(CC(=O)C12CCC(CC1)(CC2)OC)O 4,7-Dichloro-3-hydroxy-3-(2-(4-methoxybicyclo[2.2.2]octan-1-yl)-2-oxoethyl)indolin-2-one